C(C=C)N1N(C2=NC(=NC=C2C1=O)NC1=CC=C(C=C1)OC1CCN(CC1)C)C1=NC(=CC=C1)C(C)(C)O 2-allyl-1-(6-(2-hydroxyprop-2-yl)pyridin-2-yl)-6-((4-((1-methylpiperidin-4-yl)oxy)phenyl)amino)-1,2-dihydro-3H-pyrazolo[3,4-d]pyrimidine-3-one